5-((S)-2-cyclohexyl-2-(cyclopropanecarboxamido)acetamido)-2-((R)-4-isopropyl-2-oxoimidazolidin-1-yl)-N-methyl-2,3-dihydro-1H-indene-2-carboxamide C1(CCCCC1)[C@@H](C(=O)NC=1C=C2CC(CC2=CC1)(C(=O)NC)N1C(N[C@@H](C1)C(C)C)=O)NC(=O)C1CC1